1,3,5-triazine-2,4,6-tricarboxylic acid N1=C(N=C(N=C1C(=O)O)C(=O)O)C(=O)O